2-fluoro-N-(6-(2-fluoro-6-methylphenyl)-3-methylimidazo[1,2-a]pyridin-2-yl)cyclopropane-1-carboxamide FC1C(C1)C(=O)NC=1N=C2N(C=C(C=C2)C2=C(C=CC=C2C)F)C1C